3-bromo-6-(2-methyl-2H-tetrazol-5-yl)pyrazolo[1,5-a]pyridine BrC=1C=NN2C1C=CC(=C2)C=2N=NN(N2)C